N-(4-Methyl-3-(6-(2-(pyrrolidin-1-yl)ethoxy)benzo[b]thiophene-2-carboxamido)phenyl)-2,3-dihydrobenzo[b][1,4]dioxine-6-carboxamide CC1=C(C=C(C=C1)NC(=O)C1=CC2=C(OCCO2)C=C1)NC(=O)C1=CC2=C(S1)C=C(C=C2)OCCN2CCCC2